NOC(O)=O amino-carbonic acid